F[C@@H]1C[C@H]2[C@H](CCC3=C(O2)C(=C(C=C3)C(=O)OCC)F)[C@H]1CO Ethyl (1S,2R,3aS,10aR)-2,5-difluoro-1-(hydroxymethyl)-2,3,3a,9,10,10a-hexahydro-1H-benzo[b]cyclopenta[f]oxepin-6-carboxylate